amino-2-deoxyamino-D-glucose N[C@@H](C(=O)N)[C@@H](O)[C@H](O)[C@H](O)CO